N,N-bis(2-hydroxyethyl)formamide OCCN(C=O)CCO